sodium asparaginate hydrate O.N[C@@H](CC(N)=O)C(=O)[O-].[Na+]